FC(C(=O)O)(F)F.C(#N)C1=CC(=C(COC2=NC=CC=C2C2CCN(CC2)CC2=NC3=C(N2CC=2OC=CN2)C=C(C=C3)C(=O)O)C=C1)F 2-[(4-{2-[(4-cyano-2-fluorobenzyl)oxy]pyridin-3-yl}piperidin-1-yl)methyl]-1-(1,3-oxazol-2-ylmethyl)-1H-benzimidazole-6-carboxylic acid, trifluoroacetate salt